2-(1-(3-((2-(1,3-dimethyl-1H-pyrazol-4-yl)pyrimidin-4-yl)amino)-5-isopropylisoquinolin-8-yl)azetidin-3-yl)isothiazolidine CN1N=C(C(=C1)C1=NC=CC(=N1)NC=1N=CC2=C(C=CC(=C2C1)C(C)C)N1CC(C1)N1SCCC1)C